2,2,6,6-tetramethyl-4-piperidyl-1,2,3,4-butanetetracarboxylate CC1(NC(CC(C1)OC(=O)CC(C(CC(=O)[O-])C(=O)[O-])C(=O)[O-])(C)C)C